5-(4-(4-chlorophenyl)phenyl)-4H-1,2,4-triazole ClC1=CC=C(C=C1)C1=CC=C(C=C1)C=1NC=NN1